(E)-4-(4-(pyridine-4-yl)styryl)pyridine tert-butyl-(cis)-5-hydroxy-2-azabicyclo[2.2.1]heptane-2-carboxylate C(C)(C)(C)OC(=O)N1C2CC(C(C1)C2)O.N2=CC=C(C=C2)C2=CC=C(/C=C/C1=CC=NC=C1)C=C2